C1(CC1)CNC1=C2C(=NC=3C=C(C(=CC13)OC)OCC=1C(=NC=CC1)C)CCC2 N-(cyclopropylmethyl)-7-methoxy-6-[(2-methylpyridin-3-yl)methoxy]-1H,2H,3H-cyclopenta[b]quinolin-9-amine